3-Amino-6-bromopyrazine-2-carbaldehyde oxime NC=1C(=NC(=CN1)Br)C=NO